(2R,3R,4S,5R)-2-{4-amino-5-bromo-7H-pyrrolo[2,3-d]pyrimidin-7-yl}-5-[(1E)-5-(4,4-difluoropiperidin-1-yl)pent-1-en-1-yl]oxolane-3,4-diol NC=1C2=C(N=CN1)N(C=C2Br)[C@@H]2O[C@@H]([C@H]([C@H]2O)O)\C=C\CCCN2CCC(CC2)(F)F